FC1=CC=C(C=C1)/C=C/C1=C(C(=O)O)C=CN=C1 (E)-3-(4-fluorophenylvinyl)isonicotinic acid